N1C(C(CCC1=O)NC([C@H](CC=C)NC(CCCCCCCC)=O)=O)=O N-((2S)-1-((2,6-piperidinedione-3-yl)amino)-1-oxopent-4-en-2-yl)nonanamide